NC=1N=C(SC1C(C1=CC=CC=C1)=O)N(C1=CC(=CC=C1)C)C(C(=O)N)C (N-(4-amino-5-benzoyl-thiazol-2-yl)-3-methyl-anilino)propionamide